COC1=CC=C(C=C1)C1(C=C2C(N1C1=CC=C(C=C1)CCCCCCCCCC)=CC(N2C2=CC=C(C=C2)CCCCCCCCCC)(C2=CC=CC=C2)C2=CC=C(C=C2)OC)C2=CC=CC=C2 2,5-bis(4-methoxyphenyl)-2,5-bis(phenyl)-1,4-bis(4-n-decylphenyl)-1,4-dihydropyrrolo[3,2-b]pyrrole